C(C)(=O)N1CCC(CC1)C1=NN(C=2C=CC=C(C12)C1=C(C=C2C=NN(C2=C1)C)OC)CC(=O)O [3-(1-acetylpiperidin-4-yl)-5'-methoxy-1'-methyl-[4,6'-biindazol]-1-yl]acetic acid